1-(5-bromo-2-(1-fluoro-3-hydroxypropan-2-yloxy)phenyl)propan-1-one BrC=1C=CC(=C(C1)C(CC)=O)OC(CF)CO